3,5-dichloro-4-(2-methyl-4-oxo-5-(1H-pyrazol-3-yl)-1,7-naphthyridin-1(4H)-yl)benzonitrile ClC=1C=C(C#N)C=C(C1N1C(=CC(C2=C(C=NC=C12)C1=NNC=C1)=O)C)Cl